N1(CCCCCC1)CCN1C(CSCC2=C1C=CC=C2)=O 1-(2-(Azepan-1-yl)ethyl)-1,5-dihydrobenzo[e][1,4]thiazepin-2(3H)-one